FC1(CC(C1)N1C(=NC2=NC=C(C=C21)C=2C=CN1N=C(N=CC12)NCC(F)(F)F)C)F 5-(1-(3,3-difluorocyclobutyl)-2-methyl-1H-imidazo[4,5-b]pyridin-6-yl)-N-(2,2,2-trifluoroethyl)pyrrolo[2,1-f][1,2,4]triazin-2-amine